COC[C@H](OCC=1N=COC1)C1=CC(=C(C(=O)NC2(CC2)C2=CC(=NC3=CC=CC=C23)C=2C=NN(C2)C)C=C1)C |o1:3| rel-(R)-4-(2-methoxy-1-(oxazol-4-ylmethoxy)ethyl)-2-methyl-N-(1-(2-(1-methyl-1H-pyrazol-4-yl)quinolin-4-yl)cyclopropyl)benzamide